C[C@@H]1CN(C[C@H](N1)C)[C@H](C(=O)NC=1C=CC=C2C(=CNC12)C1=NC(=NC=C1F)NC1=C(C(=CC=C1)S(=O)(=O)C)F)COC (S)-2-((3R,5R)-3,5-dimethylpiperazin-1-yl)-N-(3-(5-fluoro-2-((2-fluoro-3-(methylsulfonyl)phenyl)amino)pyrimidin-4-yl)-1H-indol-7-yl)-3-methoxypropanamide